BrC1=C(C=CC(=C1)C)OCCCOCC1=C(C=CC=C1)Br 2-bromo-1-(3-((2-bromobenzyl)oxy)propoxy)-4-methylbenzene